OCC1=CC2=C(C(N(C=C2C2=CC(N(C=C2C2=CC=CC=C2)C)=O)C)=O)N1S(=O)(=O)C1=CC=C(C)C=C1 2-(hydroxymethyl)-6-methyl-4-(1-methyl-2-oxo-5-phenyl-1,2-dihydropyridin-4-yl)-1-tosyl-1,6-dihydro-7H-pyrrolo[2,3-c]pyridin-7-one